C1(=CC=CC=C1)S(=O)(=O)O\N=C\1/C(=CC(C(=C1)C(C)C)=O)C [(Z)-(2-methyl-4-oxo-5-propan-2-ylcyclohexa-2,5-dien-1-ylidene)amino] benzenesulfonate